N-(2-aminophenyl)-4-((E)-(3-((E)-4-fluorobenzylidene)-2-oxocyclopentyl)methyl)benzamide methyl-6-(3-fluoroazetidin-1-yl)-3-(4-fluoro-2-methyl-phenoxy)-5-methyl-pyridazine-4-carboxylate COC(=O)C1=C(N=NC(=C1C)N1CC(C1)F)OC1=C(C=C(C=C1)F)C.NC1=C(C=CC=C1)NC(C1=CC=C(C=C1)CC1C(/C(/CC1)=C/C1=CC=C(C=C1)F)=O)=O